BrC=1C(N(N=CC1Br)COCC[Si](C)(C)C)=O 4,5-dibromo-2-((2-(trimethylsilyl)ethoxy)methyl)pyridazin-3(2H)-one